3-{4-[(2-chloro-5-methylphenyl)sulfamoyl]phenyl}-1-(pyridin-3-ylmethyl)urea ClC1=C(C=C(C=C1)C)NS(=O)(=O)C1=CC=C(C=C1)NC(NCC=1C=NC=CC1)=O